NC=1C=C2C(=CC(=CC2=CC1)S(=O)(=O)O)O 6-amino-4-hydroxy-2-naphthalenesulfonic Acid